3-bromopropene carbonate C(O)(O)=O.BrCC=C